Cl.NC(CO)C1=NC2=C(N1)C=CC=C2 2-amino-2-(1H-benzo[d]imidazol-2-yl)ethan-1-ol hydrochloride